(1R,6R)-8-oxa-3-azabicyclo[4.2.0]octane-7-one [C@@H]12CNCC[C@H]2C(O1)=O